[N+](=[N-])=CP(=O)(OC)OC diazo(dimethoxyphosphoryl)methane